C(C)(C)(C)OC(=O)N1CCN(CC1)C1=C(N(C=2N(C1=O)N=C(N2)C=2C=C1COCC1=CC2)CC(=O)O)CC 2-(6-(4-(tert-butoxycarbonyl)piperazin-1-yl)-2-(1,3-dihydroisobenzofuran-5-yl)-5-ethyl-7-oxo-[1,2,4]triazolo[1,5-a]pyrimidin-4(7H)-yl)acetic acid